FC(CNCC1=CC(=C(C=C1)N1C=NC(=C1)C1=NC(=NC=C1C(F)(F)F)NC1CCN(CC1)S(=O)(=O)C)C)F 4-(1-(4-(((2,2-Difluoroethyl)amino)methyl)-2-methylphenyl)-1H-imidazol-4-yl)-N-(1-(methylsulfonyl)piperidin-4-yl)-5-(trifluoromethyl)pyrimidin-2-amine